{2-[2-(dimethylamino)ethoxy]ethyl}dimethylamine CN(CCOCCN(C)C)C